CYCLOPROPYLAMINE C1(CC1)N